1,2-dihydropyrazolo[1,5-a]pyridine-3-carboxamide N1CC(=C2N1C=CC=C2)C(=O)N